ethyl 2,3,6,6-tetramethylcyclohex-2-enoate CC=1C(C(CCC1C)(C)C)C(=O)OCC